O=C1NC(CCC1N1C(C2=CC=C(C=C2C1=O)N1CCN(CC1)CC1CNCCC1)=O)=O (2,6-dioxopiperidin-3-yl)-5-(4-(piperidin-3-ylmethyl)piperazin-1-yl)isoindolin-1,3-dione